1-(6-methylpyridin-2-yl)hydrazine CC1=CC=CC(=N1)NN